C1(CC1)N1CC(C(C1)C)NC(=O)[C@@H]1N(C[C@H](C1)O)C([C@@H](C(C)(C)C)N1N=NC(=C1)C1CC1)=O (2R,4s)-N-(1-cyclopropyl-4-methyl-pyrrolidin-3-yl)-1-[(2R)-2-(4-cyclopropyltriazol-1-yl)-3,3-dimethyl-butyryl]-4-hydroxy-pyrrolidine-2-carboxamide